BrC1=CC2(CCC(N2)=O)C=CC1=O 7-Bromo-1-azaspiro[4.5]decan-6,9-diene-2,8-dione